N-(1-(2-Amino-6-methylpyrimidin-4-yl)piperidin-4-yl)-3-(2-(2-(2-aminoethoxy)ethoxy)-ethoxy)-N-(3-(pyrrolidin-1-yl)benzyl)propenamide NC1=NC(=CC(=N1)N1CCC(CC1)N(C(C=COCCOCCOCCN)=O)CC1=CC(=CC=C1)N1CCCC1)C